The molecule is a member of the class of pyranoxanthones that is 3H,7H-pyrano[2,3-c]xanthen-7-one substituted by a hydroxy group at position 6, methoxy groups at positions 5, 8, 10 and 11 and geminal methyl groups at position 3. Isolated from Garcinia rigida, it exhibits cytotoxic activity. It has a role as a metabolite and an antineoplastic agent. It is an aromatic ether, a member of pyranoxanthones and a member of phenols. CC1(C=CC2=C3C(=C(C(=C2O1)OC)O)C(=O)C4=C(O3)C(=C(C=C4OC)OC)OC)C